(1r,4r)-4-((5-(2-(2-aminopyridin-3-yl)-6-(pyridin-2-yl)-1H-benzo[d]imidazol-1-yl)-6-methylpyridin-2-yl)carbamoyl)cyclohexane-1-carboxylic acid NC1=NC=CC=C1C1=NC2=C(N1C=1C=CC(=NC1C)NC(=O)C1CCC(CC1)C(=O)O)C=C(C=C2)C2=NC=CC=C2